[18F]Fluoropyridine [18F]C1=NC=CC=C1